6-(4-(2,4-difluorophenoxy)piperidin-1-yl)-1,3-dioxoisoindoline FC1=C(OC2CCN(CC2)C2=CC=C3C(NC(C3=C2)=O)=O)C=CC(=C1)F